lead-boron-selenium-oxide [Se]=O.[B].[Pb]